C(C)OC(=O)C1=C(N=C(S1)NC1=NC(=CC(=N1)NCC1=CC=C(C=C1)S(=O)(=O)N)N1CCNCC1)C 2-[[4-[[[4-(Aminosulfonyl)phenyl]methyl]amino]-6-(1-piperazinyl)-2-pyrimidinyl]amino]-4-methyl-5-thiazolecarboxylic acid ethyl ester